O=C(CCCCCCSC1=CC=C(C[C@@H]2N(CCN(CCN(CCN(C2)CC(=O)OC(C)(C)C)CC(=O)OC(C)(C)C)CC(=O)OC(C)(C)C)CC(=O)OC(C)(C)C)C=C1)OC1=C(C(=CC(=C1F)F)F)F (S)-tetra-tert-butyl 2,2',2'',2'''-(2-(4-((7-oxo-7-(2,3,5,6-tetrafluorophenoxy)heptyl)thio)benzyl)-1,4,7,10-tetraazacyclododecane-1,4,7,10-tetrayl)tetraacetate